BrC1=C(C=C(OC2=NC=CC3=C2C=CO3)C=C1)CBr 4-(4-bromo-3-(bromomethyl)phenoxy)furo[3,2-c]pyridine